9-acetyl-2-(isoindolin-2-yl)-7-methyl-4H-pyrido[1,2-a]pyrimidin-4-one C(C)(=O)C1=CC(=CN2C1=NC(=CC2=O)N2CC1=CC=CC=C1C2)C